2,6-dibromo-isonicotinaldehyde BrC=1C=C(C=O)C=C(N1)Br